NC1=NC(=NC(=C1NC(OC)=O)N)C1=NN(C2=NC=C(C=C21)F)CC2=C(C=CC=C2)F methyl (4,6-diamino-2-(5-fluoro-1-(2-fluorobenzyl)-1H-pyrazolo[3,4-b]pyridin-3-yl)pyrimidin-5-yl)carbamate